5-(hydroxymethyl)-N-(1-(4-methoxyphenyl)-2-oxo-2-((4-(trimethylsilyl)phenyl)amino)ethyl)-N-methyl-1,2-oxazole-3-carboxamide OCC1=CC(=NO1)C(=O)N(C)C(C(NC1=CC=C(C=C1)[Si](C)(C)C)=O)C1=CC=C(C=C1)OC